N-(2-(4-chloro-3-(trifluoromethyl)phenyl)-1H-benz[d]imidazol-5-yl)-5-methylisoxazole-4-carboxamide ClC1=C(C=C(C=C1)C1=NC2=C(N1)C=CC(=C2)NC(=O)C=2C=NOC2C)C(F)(F)F